COCC(=O)NCCC(=O)N1CCCC1 The molecule is a monocarboxylic acid amide that is acetamide substituted by a methoxy group at position 2 and a 3-oxo-3-(pyrrolidin-1-yl)propyl group at the nitrogen atom. It has a role as a human urinary metabolite. It is a monocarboxylic acid amide and a member of pyrroles.